2-piperidin-4-yl-propan-1-ol N1CCC(CC1)C(CO)C